2-(3,4-dimethoxyphenyl)-3-ethyl-N-(2-(pyridin-3-yl)ethyl)-1H-indole-5-carboxamide COC=1C=C(C=CC1OC)C=1NC2=CC=C(C=C2C1CC)C(=O)NCCC=1C=NC=CC1